2-Methyl-N-[1-(1-naphthyl)prop-2-ynyl]propane-2-sulfinamide CC(C)(C)S(=O)NC(C#C)C1=CC=CC2=CC=CC=C12